C1(=CC(=CC=C1)C(C)(C)NC1=CC=CC=C1)C(C)(C)NC1=CC=CC=C1 4'-[(1,3-phenylene)bis(dimethylmethylene)]dianiline